(1-(o-tolyl)vinyl)-1,3,2-dioxaborolane C1(=C(C=CC=C1)C(=C)B1OCCO1)C